BrC1=NC=CC(=C1F)N1CCN(CC1)CC=1C=C2CN(C(C2=CC1)=O)C1C(NC(CC1)=O)=O 3-(5-((4-(2-bromo-3-fluoropyridin-4-yl)piperazin-1-yl)methyl)-1-oxoisoindolin-2-yl)piperidine-2,6-dione